8-(2-aminopyrimidin-5-yl)-N-[4-(4-methylpiperazin-1-yl)phenyl]-6-propyl-6H-pyrimido[5,4-c][2,1]benzothiazin-2-amine 5,5-dioxide NC1=NC=C(C=N1)C1=CC2=C(C3=C(S(N2CCC)(=O)=O)C=NC(=N3)NC3=CC=C(C=C3)N3CCN(CC3)C)C=C1